BrC=1C=C(CNC2=C(C=C(C(=O)OC)C=C2[N+](=O)[O-])OC)C=CC1 methyl 4-((3-bromobenzyl) amino)-3-methoxy-5-nitrobenzoate